7-fluoro-N,5-dimethyl-4-(1-methyl-1H-1,2,4-triazol-3-yl)-N-((trans)-3-methylcyclobutyl)-1H-indole-2-sulfonamide FC=1C=C(C(=C2C=C(NC12)S(=O)(=O)N([C@@H]1C[C@H](C1)C)C)C1=NN(C=N1)C)C